NCCC(C)NC(OC(C)(C)C)=O tert-butyl N-(3-amino-1-methyl-propyl)carbamate